[N+](=O)([O-])C=1C=CC2=C(C(NO2)=O)C1 5-nitro-2,3-dihydrobenzo[d]isoxazol-3-one